C1(=CC=C2C=CC3=CC=CC4=CC=C1C2=C34)C(=O)O pyreneformic acid